2-cyano-3-(cyclohexylmethyl)guanidine ethyl-3-(1,1-dioxidotetrahydro-2H-thiopyran-4-yl)-4-(3-methoxy-2-methylphenyl)-1H-pyrrole-2-carboxylate C(C)N1C(=C(C(=C1)C1=C(C(=CC=C1)OC)C)C1CCS(CC1)(=O)=O)C(=O)O.C(#N)N=C(N)NCC1CCCCC1